1-(5-bromo-1H-pyrrolo[2,3-b]pyridin-3-yl)-N,N-dimethylmethylamine BrC=1C=C2C(=NC1)NC=C2CN(C)C